COCCON1C(C2=CC=CC=C2C1=O)=O 2-(2-methoxyethoxy)isoindoline-1,3-dione